(R)-N-(2,4-dichlorobenzyl)-5-fluoro-8-methylene-5,6,7,8-tetrahydro-quinoline-5-carboxamide ClC1=C(CNC(=O)[C@@]2(C=3C=CC=NC3C(CC2)=C)F)C=CC(=C1)Cl